OCC(CNC(=O)C=1N=NN(C1)CCCCC=1N=NC(=CC1)NC(CC1=CC(=CC=C1)OC(F)(F)F)=O)CO N-[3-hydroxy-2-(hydroxymethyl)propyl]-1-[4-(6-{2-[3-(trifluoromethoxy)phenyl]acetamido}pyridazin-3-yl)butyl]-1H-1,2,3-triazole-4-carboxamide